NC1=CC(=CC(=N1)N1C2C(CC1)CN(C2)C(=O)OC(C)(C)C)OC tert-butyl 1-(6-amino-4-methoxypyridin-2-yl)hexahydropyrrolo[3,4-b]pyrrole-5(1H)-carboxylate